CN(C1=NC(=NC(=N1)S)S)C1=CC=CC=C1 6-[methyl(phenyl)amino]-1,3,5-triazine-2,4-dithiol